(Z,Z)-3,13-octadecadienol C(C\C=C/CCCCCCCC\C=C/CCCC)O